CC1=C(C(=C(C=2C(C3=CC=CC=C3CC12)=O)C)C)C tetramethyl-anthrone